C(C)SC1=NSC(=N1)NC(=O)N1CC2(C1)CCC(CC2)N(C=2C1=C(N=CN2)N(C=C1)S(=O)(=O)CC1=CC=CC=C1)C N-(3-(ethylthio)-1,2,4-thiadiazol-5-yl)-7-(methyl(7-toluenesulfonyl-7H-pyrrolo[2,3-d]pyrimidin-4-yl)amino)-2-azaspiro[3.5]nonane-2-carboxamide